2-{[4-({2-[(2,4-dichlorophenoxy)methyl]-1,3-oxazol-5-yl}methyl)piperidin-1-yl]methyl}-3-[(1-ethyl-1H-imidazol-5-yl)methyl]-3H-imidazolo[4,5-b]pyridine-5-carboxylic acid ClC1=C(OCC=2OC(=CN2)CC2CCN(CC2)CC2=NC=3C(=NC(=CC3)C(=O)O)N2CC2=CN=CN2CC)C=CC(=C1)Cl